CC1(CC=2C(=NC(=C(C2C2=C3C=NNC3=CC=C2C)C#N)N2[C@H](C3(CN(C3)C(C=C)=O)CC2)C)C1)C (P)-6,6-dimethyl-4-(5-methyl-1H-indazol-4-yl)-2-((5S)-5-methyl-2-(2-propenoyl)-2,6-diazaspiro[3.4]octan-6-yl)-6,7-dihydro-5H-cyclopenta[b]pyridine-3-carbonitrile